O=C1NC(CCC1N1C(C2=CC=C(C=C2C1=O)N1CC(C1)(F)C#C)=O)=O 2-(2,6-Dioxopiperidin-3-yl)-5-(3-ethynyl-3-fluoroazetidin-1-yl)-2,3-dihydro-1H-isoindole-1,3-dione